(R)-3-(4-(1-acetyl-4-acryloylpiperazin-2-yl)-6-chloropyridin-2-yl)-N-methylbenzamide C(C)(=O)N1[C@@H](CN(CC1)C(C=C)=O)C1=CC(=NC(=C1)Cl)C=1C=C(C(=O)NC)C=CC1